2,2,2-trifluoro-N-((6S,7S)-6-((2-fluoro-[1,1'-biphenyl]-3-yl)methyl)-5-(oxetane-2-carbonyl)-5-azaspiro[2.4]heptan-7-yl)ethane-1-sulfonamide FC(CS(=O)(=O)N[C@@H]1[C@@H](N(CC12CC2)C(=O)C2OCC2)CC=2C(=C(C=CC2)C2=CC=CC=C2)F)(F)F